4-bromo-2-methylphenol BrC1=CC(=C(C=C1)O)C